tert-butyl 1'-((tert-butylsulfinyl)imino)-1',3'-dihydrospiro[azetidine-3,2'-indene]-1-carboxylate C(C)(C)(C)S(=O)N=C1C2(CC3=CC=CC=C13)CN(C2)C(=O)OC(C)(C)C